N(=[N+]=[N-])C1=C(C=C2C=CC(=NC2=N1)NCCCCC)Br 7-azido-6-bromo-N-pentyl-1,8-naphthyridin-2-amine